1-(3-(tert-butyl)-1-(3-chlorophenyl)-1H-pyrazol-5-yl)-3-(2-(methylthio)-4-((7-oxo-5,6,7,8-tetrahydro-1,8-naphthyridin-4-yl)oxy)phenyl)urea C(C)(C)(C)C1=NN(C(=C1)NC(=O)NC1=C(C=C(C=C1)OC1=CC=NC=2NC(CCC12)=O)SC)C1=CC(=CC=C1)Cl